2-[(1S,4S,5R)-5-[[5-cyclopropyl-3-(2,6-dichlorophenyl)-1,2-oxazol-4-yl]methoxy]-2-azabicyclo[2.2.1]heptan-2-yl]-4-ethyl-1,3-benzothiazole-6-carboxylic acid C1(CC1)C1=C(C(=NO1)C1=C(C=CC=C1Cl)Cl)CO[C@H]1[C@@H]2CN([C@H](C1)C2)C=2SC1=C(N2)C(=CC(=C1)C(=O)O)CC